7-eicosen-11-one CCCCCCC=CCCC(CCCCCCCCC)=O